CC1=C(C=CC=C1C=1OC=2C=NC(=CC2N1)C=O)C1=CC=CC=C1 2-(2-methylbiphenyl-3-yl)[1,3]oxazolo[5,4-c]pyridine-6-carbaldehyde